Copper sodium ethylenediamine tetraacetate C(C)(=O)ON(CCN(OC(C)=O)OC(C)=O)OC(C)=O.[Na].[Cu]